trimethyl-[3-(prop-2-enoylamino)propyl]ammonium chloride [Cl-].C[N+](CCCNC(C=C)=O)(C)C